C(C)(=O)NCC1CN(C=2C=CC=[N+](C2C1)[O-])C1=CC=C(C=C1)C(F)(F)F 7-(acetamidomethyl)-5-(4-(trifluoromethyl)phenyl)-5,6,7,8-tetrahydro-1,5-naphthyridine 1-oxide